1,3,5-tris(4-t-butyl-3-hydroxy-2-methylbenzyl)-1,3,5-Triazine-2,4,6(1H,3H,5H)-trione C(C)(C)(C)C1=C(C(=C(CN2C(N(C(N(C2=O)CC2=C(C(=C(C=C2)C(C)(C)C)O)C)=O)CC2=C(C(=C(C=C2)C(C)(C)C)O)C)=O)C=C1)C)O